CC1(C=O)C(C(=CC=C1)C)C 1,2,3-trimethylbenzaldehyde